C(=CC)N1C[C@@H](CCC1)N1N=C(C=2C1=NC=NC2N)C2=CC=C(C1=C2OCO1)NC(=O)C12CCC(CC1)C2 (R)-N-(7-(1-(1-propenylpiperidin-3-yl)-4-amino-1H-pyrazolo[3,4-d]pyrimidin-3-yl)benzo[d][1,3]dioxolan-4-yl)bicyclo[2.2.1]heptane-1-carboxamide